4-isopropylthiazole-5-carboxamide C(C)(C)C=1N=CSC1C(=O)N